yttrium N,N-bis(2-ethyl-7-phenyl-1H-indenyl)p-toluenesulfonamide monochloride [Cl-].C(C)C=1C(C2=C(C=CC=C2C1)C1=CC=CC=C1)N(S(=O)(=O)C1=CC=C(C)C=C1)C1C(=CC2=CC=CC(=C12)C1=CC=CC=C1)CC.[Y+]